3-(3-((6-((6-bromopyridin-2-yl)methoxy)pyridin-3-yl)methyl)isoxazol-5-yl)pyridin-2-amine BrC1=CC=CC(=N1)COC1=CC=C(C=N1)CC1=NOC(=C1)C=1C(=NC=CC1)N